CC1N2C(CC3=C1NC=1C=CC=CC31)C(N(CC2=O)/N=C/C2=CC=C(C=C2)C(F)(F)F)=O 6-methyl-2-((E)-(4-trifluoromethylphenyl)methyleneamino)-2,3,12,12a-tetrahydropyrazino[1',2':1,6]pyrido[3,4-b]indole-1,4(6H,7H)-dione